3-(CYCLOPROPYL)FURAN-2-BORONIC ACID C1(CC1)C1=C(OC=C1)B(O)O